8-methoxy-1,2,3,5,6,11,12,12a-octahydropyrrolo[1',2':1,2]azepino[4,5-b]indole COC=1C=C2C3=C(NC2=CC1)CC1N(CC3)CCC1